N-[1-[4-[[3-(3-aminopropoxy)propyl-methyl-amino]methyl]cyclohexyl]-3-(difluoromethyl)pyrazol-4-yl]-2-[2-(cyclopropylmethylamino)-4-pyridyl]oxazole-4-carboxamide NCCCOCCCN(C)CC1CCC(CC1)N1N=C(C(=C1)NC(=O)C=1N=C(OC1)C1=CC(=NC=C1)NCC1CC1)C(F)F